[Cl-].C(C)(=O)C=1C(=CSC1)OCC1(NC=CC=C1)C=CC(=O)N[NH2+]CC(C)C 2-[(4-Acetylthiophen-3-yloxy)methyl]pyridineacrylamido-2-methylpropylammonium chlorid